(1R,2S)-2-(3-{[6-(2-hydroxyethoxy)pyrimidin-4-yl]amino}-1H-indazol-6-yl)-5'-methoxyspiro[cyclopropane-1,3'-indol]-2'(1'H)-one OCCOC1=CC(=NC=N1)NC1=NNC2=CC(=CC=C12)[C@@H]1C[C@@]12C(NC1=CC=C(C=C21)OC)=O